C1CCC2=C(C=CC=C12)C1=C(C=C2C(=N1)C(=NN2)C=2C=NN(C2)[C@@H]2CC[C@H](CC2)O)OC (trans)-4-(4-(5-(2,3-Dihydro-1H-inden-4-yl)-6-methoxy-1H-pyrazolo[4,3-b]pyridin-3-yl)-1H-pyrazol-1-yl)cyclohexan-1-ol